ClC1=CC=C(N=N1)C(=O)[O-] 6-chloropyridazine-3-carboxylate